[Ag].[Pb].[Zn] zinc-lead-silver